tert-butyl (3S,4S)-3-fluoro-4-[[6-[3-(2-methoxy-4-methylsulfonyl-anilino)prop-1-ynyl]-1-(2,2,2-trifluoroethyl)benzimidazole-4-carbonyl]amino]piperidine-1-carboxylate F[C@H]1CN(CC[C@@H]1NC(=O)C1=CC(=CC=2N(C=NC21)CC(F)(F)F)C#CCNC2=C(C=C(C=C2)S(=O)(=O)C)OC)C(=O)OC(C)(C)C